FC1(CCCC=2C(=NC(=NC12)O)O)F 8,8-Difluoro-5,6,7,8-tetrahydroquinazoline-2,4-diol